C(C)(C)(C)OC(=O)N1CCCC1.[Zn] zinc 1-t-butoxycarbonylpyrrolidine